COC(CN(C1=NC2=CC=C(C=C2C(=C1)C1=CC=CC=C1)CCC1=CC(=CC=C1)C)C)=O N-methyl-N-(6-(3-methylphenylethyl)-4-phenylquinolin-2-yl)glycine methyl ester